(Z)-3-hexenyl butanoate C(CCC)(=O)OCC\C=C/CC